NC=1C2=C(N=CN1)N(C(=C2C2=CC=C(C=1OCOC12)F)C#CC1[C@@H]2CN(C[C@H]12)C(C=C)=O)C 1-((1R,5S,6s)-6-((4-amino-5-(7-fluorobenzo[d][1,3]dioxol-4-yl)-7-methyl-7H-pyrrolo[2,3-d]pyrimidin-6-yl)ethynyl)-3-azabicyclo[3.1.0]hexan-3-yl)prop-2-en-1-one